rel-(trans)-1-benzyl-4-cyclohexylpyrrolidone-3-carbonitrile C(C1=CC=CC=C1)N1C([C@H]([C@@H](C1)C1CCCCC1)C#N)=O